N[Si](OC)(OC)OC monoaminotrimethoxysilicon